O=C1NC(CCC1C1=CC=C(CCN2CCC(CC2)N2CCC(CC2)N2CCN(CC2)C=2C=C3C(N(C(C3=CC2)=O)[C@H](CS(=O)(=O)C)C2=CC(=C(C=C2)OC)OCC)=O)C=C1)=O 5-(4-(1'-(4-(2,6-Dioxopiperidin-3-yl)phenethyl)-[1,4'-bipiperidin]-4-yl)piperazin-1-yl)-2-((S)-1-(3-ethoxy-4-methoxyphenyl)-2-(methylsulfonyl)ethyl)isoindoline-1,3-dione